BrCC1=CC=C(CN2N=C(C(=C2)C(=O)OC)COC)C=C1 methyl 1-(4-(bromomethyl) benzyl)-3-(methoxymethyl)-1H-pyrazole-4-carboxylate